1-(2-bromophenyl)-7-cyclopropyl-4-(methylamino)-2-oxo-1,2-dihydro-quinazoline-6-carbonitrile BrC1=C(C=CC=C1)N1C(N=C(C2=CC(=C(C=C12)C1CC1)C#N)NC)=O